CN1CC(=CCC1)C(=O)OC methyl 1,2,5,6-tetrahydro-1-methyl-3-pyridinecarboxylate